ClC1=C(C(=NC2=C(C=CC(=C12)Cl)C#C)S(=O)CC1=NOC(=C1)C)C(C(C)C)=O 1-(4,5-dichloro-8-ethynyl-2-(((5-methylisoxazol-3-yl)methyl)sulfinyl)quinolin-3-yl)-2-methylpropan-1-one